N1N=C(C2=CC=CC=C12)N1N=C(C=C1)C(F)(F)F 1-(1H-indazol-3-yl)-3-(trifluoromethyl)pyrazol